{3-[2-amino-5-(2-chloropyrimidin-4-yl)-1,3-thiazol-4-yl]-2-fluorophenyl} carbamate C(N)(OC1=C(C(=CC=C1)C=1N=C(SC1C1=NC(=NC=C1)Cl)N)F)=O